2-[6-(difluoromethoxy)pyridin-3-yl]-4-(2-methoxyphenyl)-2,3-dihydro-1H-pyrrolo[3,4-c]pyridin-1-one FC(OC1=CC=C(C=N1)N1CC=2C(=NC=CC2C1=O)C1=C(C=CC=C1)OC)F